COC=1C=C2C(=CC=NC2=CC1OC)OC1=CC=C(C=C1)N 4-(6,7-dimethoxy-quinoline-4-yloxy)-phenylamine